tert-butyl ((1S,2S,4S)-2-(pyrrolidin-1-yl)-4-(3-(trifluoromethyl)phenyl)cyclohexyl)carbamate N1(CCCC1)[C@@H]1[C@H](CC[C@@H](C1)C1=CC(=CC=C1)C(F)(F)F)NC(OC(C)(C)C)=O